NC1=C(C=C(C=N1)NC(C(=O)N1C(CCCC1)C1CCC(CC1)(F)F)=O)C N-(6-amino-5-methyl-3-pyridyl)-2-[2-(4,4-difluorocyclohexyl)-1-piperidyl]-2-oxo-acetamide